FC1(CCC(CC1)[C@H](NC(=O)C1=NON=C1CC)C=1N=C2N(N=C(C=C2)C[C@@H]2C(N[C@@H](C2)C(F)(F)F)=O)C1)F N-((S)-(4,4-difluorocyclohexyl)(6-(((3R,5S)-2-oxo-5-(trifluoromethyl)pyrrolidin-3-yl)methyl)imidazo[1,2-b]pyridazin-2-yl)methyl)-4-ethyl-1,2,5-oxadiazole-3-carboxamide